C(C1=CC=CC=C1)OC(=O)NC(C)(C)C1=CC(=NC(=C1)Cl)OC1C2CN(CC12)C(=O)OC(C)(C)C tert-butyl 6-((4-(2-(((benzyloxy)carbonyl)amino)propan-2-yl)-6-chloropyridin-2-yl)oxy)-3-azabicyclo[3.1.0]hexane-3-carboxylate